C(C)(C)(C)OC(=O)N1[C@@H](CC1)COS(=O)(=O)C.BrC1=CC=C(C=C1)C(C(=O)NC1=C(C=C(C=C1)F)F)Cl 2-(4-Bromophenyl)-2-chloro-N-(2,4-difluorophenyl)acetamide tert-butyl-(2S)-2-(methylsulfonyloxymethyl)azetidine-1-carboxylate